Cl.Cl.CC=1C=C(C=C2C(NC(=NC12)C=1C=C2C(=CN1)SC=C2)=O)CN2CCN(CC2)C 8-methyl-6-[(4-methylpiperazin-1-yl)methyl]-2-thieno[2,3-c]pyridin-5-yl-3H-quinazolin-4-one dihydrochloride